2-(4-(tert-butyl)-5-chloro-2-methylphenyl)-4,4,5,5-tetramethyl-1,3,2-dioxaborolane C(C)(C)(C)C1=CC(=C(C=C1Cl)B1OC(C(O1)(C)C)(C)C)C